[Cl-].BrC=1C=C(C=CC1)N1C=[N+]2C(C=3NC4=CC=CC=C4C3C=C2)=C1C1=CC=C(C=C1)Cl 2-(3-Bromophenyl)-1-(4-chlorophenyl)-2,11-dihydroimidazo[1',5':1,2]pyrido[3,4-b]indol-4-ium chloride